5-methyl-N-((3-methylpyridin-4-yl)methyl)nicotinamide CC=1C=NC=C(C(=O)NCC2=C(C=NC=C2)C)C1